3-[(cyclopentylhydroxy-phenylacetyl)oxy]-1,1-dimethylpyrrolidinium bromide [Br-].C1(CCCC1)C(C(=O)OC1C[N+](CC1)(C)C)(C1=CC=CC=C1)O